FC12CC(C1)(C2)NC(=O)NC(C)C2=CC(=CC=C2)OC(F)(F)F 1-(3-fluoro-bicyclo[1.1.1]pent-1-yl)-3-[1-(3-trifluoromethoxy-phenyl)-ethyl]-urea